C(C)(=O)OC(C(=O)O)(C)C α-acetoxyisobutyric acid